FC1(CC12CN(C(C1=CC=C(C(=C21)F)C(F)(F)F)=O)CC(=O)OC)F methyl 2-(2,2,5'-trifluoro-1'-oxo-6'-(trifluoromethyl)-1'H-spiro[cyclopropane-1,4'-isoquinolin]-2'(3'H)-yl)acetate